N-(4-(3-(4-propenoylpiperazin-1-yl)pyridin-4-yl)-2-methylbenzyl)-5-(1-(fluoromethyl)cyclopropyl)-1,2,4-oxadiazole-3-carboxamide C(C=C)(=O)N1CCN(CC1)C=1C=NC=CC1C1=CC(=C(CNC(=O)C2=NOC(=N2)C2(CC2)CF)C=C1)C